BrC1=CC=C(C(=C1COC1OCCCC1)C)F 2-((6-bromo-3-fluoro-2-methylbenzyl)oxy)tetrahydro-2H-pyran